C[C@]1(C2=C(NC=3N=CC=CC13)CC(CC2=O)(C)C)C2=CC(=CC=C2)C2=C(C=NC=C2)N2CCCC2 (S)-5,8,8-trimethyl-5-(3-(3-(pyrrolidin-1-yl)pyridin-4-yl)phenyl)-7,8,9,10-tetrahydrobenzo[b][1,8]naphthyridin-6(5H)-one